The molecule is a semisynthetic, first-generation cephalosporin antibiotic with acetoxymethyl and (2-thienylacetyl)nitrilo moieties at positions 3 and 7, respectively, of the core structure. Administered parenterally during surgery and to treat a wide spectrum of blood infections. It has a role as an antimicrobial agent and an antibacterial drug. It is a semisynthetic derivative, a beta-lactam antibiotic allergen, a cephalosporin, a carboxylic acid, a member of thiophenes and an azabicycloalkene. It is a conjugate acid of a cefalotin(1-). CC(=O)OCC1=C(N2[C@@H]([C@@H](C2=O)NC(=O)CC3=CC=CS3)SC1)C(=O)O